(6-chloropyrazin-2-yl)methylamine ClC1=CN=CC(=N1)CN